[Li].[Cu] copper-Lithium